4-(4-(4-acetyl-4-phenylpiperidin-1-yl)-6-fluoroquinoline-3-carbonyl)-N,N-dimethylpiperazine-1-sulfonamide C(C)(=O)C1(CCN(CC1)C1=C(C=NC2=CC=C(C=C12)F)C(=O)N1CCN(CC1)S(=O)(=O)N(C)C)C1=CC=CC=C1